N-[(2S)-2-aminopropyl]-4-[4-[[3-(2,3-difluoro-4-methoxy-phenyl)imidazo[1,2-a]pyrazin-8-yl]amino]-2-methyl-benzoyl]piperazine-1-carboxamide N[C@H](CNC(=O)N1CCN(CC1)C(C1=C(C=C(C=C1)NC=1C=2N(C=CN1)C(=CN2)C2=C(C(=C(C=C2)OC)F)F)C)=O)C